NC1=CC(C=2C(=NNC2C2=CC=C(C=C2)Cl)O1)C1=CC(=C(C=C1)OC)I 6-Amino-3-(4-chlorophenyl)-4-(3-iodo-4-methoxyphenyl)-2,4-dihydropyrano[2,3-c]pyrazole